C(C)O[SiH](CC[SiH](OCC)OCC)OCC 1,1,4,4-tetraethoxy-1,4-disilabutane